C1(CCCCC1)C(C=1OC(=CN1)C1=CC=CC=C1)NC1=CC=C(C=C1)C (cyclohexyl-(5-phenyl-oxazol-2-yl)methyl)-4-methylaniline